N-(5-((6-((R)-3-(3-chloro-4-fluorophenyl)isoxazolidine-2-yl)pyrimidine-4-yl)amino)-2-((2-(dimethylamino)ethyl)(methyl)amino)-4-methoxyphenyl)acrylamide ClC=1C=C(C=CC1F)[C@@H]1N(OCC1)C1=CC(=NC=N1)NC=1C(=CC(=C(C1)NC(C=C)=O)N(C)CCN(C)C)OC